1-[bis(3-(dimethylamino)propyl)amino]-2-propanol CN(CCCN(CC(C)O)CCCN(C)C)C